3-methylimidazolidin-2-one CN1C(NCC1)=O